C(C)(C)C1=C(NC2=CC=C(C=C12)O[C@H]1CNCC1)C1=CC(=NC=C1)C (R)-3-Isopropyl-2-(2-methylpyridin-4-yl)-5-(pyrrolidin-3-yloxy)-1H-indol